C(C1=CC=CC=C1)OC=1C=C(C(=NC1)C)NC(OC(C)(C)C)=O tert-butyl (5-(benzyloxy)-2-methylpyridin-3-yl)carbamate